(4-(pentyloxy)cyclohexyl)propionic acid C(CCCC)OC1CCC(CC1)C(C(=O)O)C